2-(5-(3-(5-(tert-Butyl)isoxazol-3-yl)ureido)benzofuran-2-carbonyl)-4-(pyrrolidin-1-ylmethyl)-1H-indol-5-yl [1,4'-bipiperidine]-1'-carboxylate bis(2,2,2-trifluoroacetate) FC(C(=O)O)(F)F.FC(C(=O)O)(F)F.N1(CCCCC1)C1CCN(CC1)C(=O)OC=1C(=C2C=C(NC2=CC1)C(=O)C=1OC2=C(C1)C=C(C=C2)NC(=O)NC2=NOC(=C2)C(C)(C)C)CN2CCCC2